N-(cyanomethyl)-4-acetylbenzamide C(#N)CNC(C1=CC=C(C=C1)C(C)=O)=O